ethyl 2-(2-((7-(3-(1-((R)-1,1-dimethylethylsulfinamido)-2-fluoroethyl)phenyl)benzofuran-5-yl)methoxy)-4-methoxyphenyl)acetate CC(C)(C)[S@@](=O)NC(CF)C=1C=C(C=CC1)C1=CC(=CC=2C=COC21)COC2=C(C=CC(=C2)OC)CC(=O)OCC